4-(7-methyl-1-(4-(trifluoromethyl)phenyl)-1H-indazol-3-yl)-1-((2-(methylamino)pyrimidin-4-yl)methyl)pyridin-2(1H)-one CC=1C=CC=C2C(=NN(C12)C1=CC=C(C=C1)C(F)(F)F)C1=CC(N(C=C1)CC1=NC(=NC=C1)NC)=O